FC1=C(C=O)C(=CC=C1)SC 2-fluoro-6-(methylthio)benzaldehyde